5-(8-(7-Acetyl-3-ethyl-5,6,7,8-tetrahydroimidazo[1,5-a]pyrazin-1-yl)isoquinolin-3-yl)-N-(3-((2-(2,6-dioxopiperidin-3-yl)-1,3-dioxoisoindolin-4-yl)amino)-3-methylbutyl)picolinamide C(C)(=O)N1CC=2N(CC1)C(=NC2C=2C=CC=C1C=C(N=CC21)C=2C=CC(=NC2)C(=O)NCCC(C)(C)NC2=C1C(N(C(C1=CC=C2)=O)C2C(NC(CC2)=O)=O)=O)CC